BrC=1C=C(SC1)C(C(=O)OC(C)(C)C)(CCCC(CO)(C)C)C tert-butyl 2-(4-bromothiophen-2-yl)-7-hydroxy-2,6,6-trimethylheptanoate